O4-(2-hexyldecyl) O1-[2-[1-(2-sulfanylethyl)-4-piperidinyl] ethyl] succinate C(CCC(=O)OCC(CCCCCCCC)CCCCCC)(=O)OCCC1CCN(CC1)CCS